(S)-2-(1-oxo-3,4-dihydroisoquinolin-2(1H)-yl)-3-phenylpropanoic acid O=C1N(CCC2=CC=CC=C12)[C@H](C(=O)O)CC1=CC=CC=C1